FC(C1=CC=C(C=N1)[C@H]1N(OCC1)C(C(C)(C)C)=O)F 1-[(3S)-3-[6-(difluoromethyl)pyridin-3-yl]-1,2-oxazolidin-2-yl]-2,2-dimethylpropan-1-one